FCSOS(=O)(=O)C1=CC=CC=C1 benzenesulfonic acid monofluoromethylthioester